Cl.Cl.N1CCC(CC1)C=1SC2=C(N1)SC(=N2)C2=C(C=C(C=C2)C=2C=NNC2)O 2-[5-(Piperidin-4-yl)[1,3]thiazolo[5,4-d][1,3]thiazol-2-yl]-5-(1H-pyrazol-4-yl)phenol Dihydrochlorid